OC=1C=C(C=C2C(N(C(N2C)=[Se])CCC2=CC=CC=C2)=O)C=C(C1)O 3,5-dihydroxybenzylidene-1-methyl-3-phenethyl-2-selenoxoimidazolidine-4-on